C(CCCCCCC)OP(=O)(O)O.BrC1=CC(=C(C2=C1CCO2)C#N)NC(C(C)(C)C)=O N-(4-bromo-7-cyano-2,3-dihydrobenzofuran-6-yl)pivalamide mono(n-octyl)phosphate